CC1=C(CCCCC1)C1=CCCCCC1 methyl-bicycloheptene